7-(3,5-difluoro-6-(1-(1-(4-fluorophenyl)ethyl)-1H-pyrazol-4-yl)pyridin-2-yl)-[1,2,4]triazolo[1,5-a]pyridin-2-amine FC=1C(=NC(=C(C1)F)C=1C=NN(C1)C(C)C1=CC=C(C=C1)F)C1=CC=2N(C=C1)N=C(N2)N